3-(benzo[d]thiazol-6-yl)-1H-imidazo[4,5-b]pyridin-2(3H)-one S1C=NC2=C1C=C(C=C2)N2C(NC=1C2=NC=CC1)=O